potassium (5-(4-bromophenyl)-6-(2-((5-bromopyrimidin-2-yl)oxy)ethoxy)-pyrimidin-4-yl)(sulfamoyl)amide BrC1=CC=C(C=C1)C=1C(=NC=NC1OCCOC1=NC=C(C=N1)Br)[N-]S(N)(=O)=O.[K+]